pyrazolo[3,4-d]pyrimidin-4-ol N1N=CC=2C1=NC=NC2O